(2,6-dichlorophenyl)acetic acid ClC1=C(C(=CC=C1)Cl)CC(=O)O